NC1(CCN(CC1)C1=NC(=C2C(=N1)NN=C2C2=C(C1=C(N=C(S1)C)C=C2)Cl)C(=O)N)CC(F)(F)F 6-(4-Amino-4-(2,2,2-trifluoroethyl)piperidin-1-yl)-3-(7-chloro-2-methylbenzo[d]thiazol-6-yl)-1H-pyrazolo[3,4-d]pyrimidine-4-carboxamide